COS(=O)(=O)[O-].C(CCC)[N+]1=CC(=CC=C1)C 1-butyl-3-methylpyridinium methyl-sulfate